N-(cis-3-methoxycyclobutyl)-5-(2-methylimidazo[1,2-b]pyridazin-6-yl)-7H-pyrrolo[2,3-d]pyrimidin-2-amine CO[C@H]1C[C@H](C1)NC=1N=CC2=C(N1)NC=C2C=2C=CC=1N(N2)C=C(N1)C